ClC=1C=C(C=CC1C#N)N1CC2(CC1C)CCN(CC2)C(=O)C=2C=CC(=NC2)SC2CCN(CC2)C2CN(C2)C2=CC(=C(C(=O)NC1C(NC(CC1)=O)=O)C=C2)F 4-(3-(4-((5-(2-(3-Chloro-4-cyanophenyl)-3-methyl-2,8-diazaspiro[4.5]decane-8-carbonyl)pyridin-2-yl)thio)piperidin-1-yl)azetidin-1-yl)-N-(2,6-dioxopiperidin-3-yl)-2-fluorobenzamide